tert-Butyl 4-(1-((5-bromopyridin-2-yl)methyl)-1H-pyrazol-4-yl)benzoate BrC=1C=CC(=NC1)CN1N=CC(=C1)C1=CC=C(C(=O)OC(C)(C)C)C=C1